CN1CCC(CC1)NC1=C2C=CN(C2=CC(=C1)C1CC(C1)CNC=1C(OC)=CC=C(C1)S(=O)(=O)C)CC(F)(F)F 4-(1-methyl-4-piperidylamino)-6-{(1s,3s)-3-[(4-mesyl-2-anisidino)methyl]cyclobutyl}-1-(2,2,2-trifluoroethyl)indole